NC1=NC=CC2=CC(=CC=C12)B(O)O (1-aminoisoquinolin-6-yl)boronic acid